N-[(1R,3s,5S)-8-Azabicyclo[3.2.1]octan-3-yl]-N-methyl-5-[5-(1H-pyrazol-4-yl)pyridin-2-yl][1,3]thiazolo[5,4-d][1,3]thiazol-2-amin Hydrochlorid Cl.[C@H]12CC(C[C@H](CC1)N2)N(C=2SC=1N=C(SC1N2)C2=NC=C(C=C2)C=2C=NNC2)C